ClC1=C(C=CC(=C1)Cl)[C@@H](C)NC1=CC(=NC=2N1N=CN2)N2CCC(CC2)[C@@H]2CN(CCC2)C(C(F)(F)F)=O 1-((R)-1'-(7-(((R)-1-(2,4-dichlorophenyl)ethyl)amino)-[1,2,4]triazolo[1,5-a]pyrimidin-5-yl)-[3,4'-bipiperidin]-1-yl)-2,2,2-trifluoroethan-1-one